(2E)-1-(4-chloropyridin-2-yl)-3-[(3S)-3-fluoropyrrolidin-1-yl]prop-2-en-1-one ClC1=CC(=NC=C1)C(\C=C\N1C[C@H](CC1)F)=O